6-(hydroxymethyl)-4-(trifluoromethyl)-2,3-dihydroisoindol-1-one OCC1=CC(=C2CNC(C2=C1)=O)C(F)(F)F